(E)-3,7-Dimethyl-2,6-octadienyl nonanoate C(CCCCCCCC)(=O)OC\C=C(\CCC=C(C)C)/C